BrC1=CC(=C(C=C1)S(=O)(=O)NC)C 4-bromo-N,2-dimethyl-benzenesulfonamide